NC=1C=C(C=CC1)C1=NN=C(O1)NC=1C=C2C=NNC2=CC1 5-(3-aminophenyl)-N-(1H-indazol-5-yl)-1,3,4-oxadiazol-2-amine